tert-butyl (2R,3S,4S)-4-[(tert-butoxycarbonyl)oxy]-2-[(4-methoxyphenyl)methyl]-3-[(phenylcarbamoyl)oxy]pyrrolidine-1-carboxylate C(C)(C)(C)OC(=O)O[C@@H]1[C@H]([C@H](N(C1)C(=O)OC(C)(C)C)CC1=CC=C(C=C1)OC)OC(NC1=CC=CC=C1)=O